C1(CCC1)[C@@H](C(=O)N)NC1=CC2=C(C=3N(CCO2)C=C(N3)N3C(OC[C@H]3C)=O)C=C1 (S)-2-cyclobutyl-2-((2-((R)-4-methyl-2-oxooxazolidin-3-yl)-5,6-dihydrobenzo[f]imidazo[1,2-d][1,4]oxazepin-9-yl)amino)acetamide